ClC1=NC=C2C=C(N=C(C2=C1)N1CC(CC1)(C#N)C)C1=C(C(=CC(=C1Cl)OC)OC)Cl 1-(7-chloro-3-(2,6-dichloro-3,5-dimethoxyphenyl)-2,6-naphthyridin-1-yl)-3-methylpyrrolidine-3-carbonitrile